3-(3-((6-((5-fluoropyridin-2-yl)methoxy)pyridin-3-yl)methyl)isoxazol-5-yl)pyridin-2-amine FC=1C=CC(=NC1)COC1=CC=C(C=N1)CC1=NOC(=C1)C=1C(=NC=CC1)N